2-([1,1'-biphenyl]-3-yl)-9-(3-(9-phenyl-9-(pyridin-3-yl)-9H-fluoren-3-yl)phenyl)-1,10-phenanthroline C1(=CC(=CC=C1)C1=NC2=C3N=C(C=CC3=CC=C2C=C1)C1=CC(=CC=C1)C=1C=CC=2C(C3=CC=CC=C3C2C1)(C=1C=NC=CC1)C1=CC=CC=C1)C1=CC=CC=C1